(7-(2-(4-(6-fluorobenzo[b]thiophen-4-yl)piperazin-1-yl)ethyl)-3-methyl-2-oxoquinolin-1(2H)-yl)methyl hexanoate C(CCCCC)(=O)OCN1C(C(=CC2=CC=C(C=C12)CCN1CCN(CC1)C1=CC(=CC=2SC=CC21)F)C)=O